COC1=CC=C2C(=CC=NC2=C1)C1=CC(=C([O-])C=C1)C 4-(7-methoxyquinoline-4-yl)-2-methylphenoxide